(S)-1-((S)-3-methylmorpholino)propane C[C@H]1COCCN1CCC